3-(9-methyl-2-(piperazin-1-yl)-9H-purin-6-yl)quinoline CN1C2=NC(=NC(=C2N=C1)C=1C=NC2=CC=CC=C2C1)N1CCNCC1